C(C)S(=O)(=O)C1=CC(=C(C=C1)NCC#CC=1N=C2N(C=CC=C2N[C@H]2[C@H](CN(CC2)C)F)C1SC(F)(F)F)OC (3S,4R)-N-[2-(3-{[4-(ethanesulfonyl)-2-methoxyphenyl]amino}prop-1-yn-1-yl)-3-[(trifluoromethyl)sulfanyl]imidazo[1,2-a]pyridin-8-yl]-3-fluoro-1-methylpiperidin-4-amine